2-(4,6-diisopropyl-2,3-dihydro-1H-inden-5-yl)acetic acid C(C)(C)C1=C2CCCC2=CC(=C1CC(=O)O)C(C)C